C1=C(C=CC2=CC=CC=C12)C(=CC(=O)NC1=C(C(=O)O)C=CC=C1)C 2-(3-(naphthalen-2-yl)-2-butenamido)benzoic acid